C1(CC1)OC1=NN(C=C1NC=O)COC N-(3-cyclopropoxy-1-(methoxymethyl)-1H-pyrazol-4-yl)carboxamide